(((3S,5R)-6,6-dimethyl-1-oxaspiro[2.5]octan-5-yl)methyl)-1H-benzo[d]imidazole-6-carbonitrile CC1([C@@H](C[C@]2(CO2)CC1)CN1C=NC2=C1C=C(C=C2)C#N)C